C(C)(C)(C)C1=CC=C(C=C1)NC1=CC(=CC=C1)F N-(4-(tert-butyl)phenyl)-3-fluoroaniline